tert-butyl (3,5-difluoro-2-methyl-4-(pyrrolo[2,1-f][1,2,4]triazin-4-yl)benzyl)carbamate FC=1C(=C(CNC(OC(C)(C)C)=O)C=C(C1C1=NC=NN2C1=CC=C2)F)C